3-cyclopropyl-4-(2-fluoro-5-methyl-4-methyl-sulfonyl-phenyl)-1H-pyrazolo[4,3-c]pyridine C1(CC1)C1=NNC2=C1C(=NC=C2)C2=C(C=C(C(=C2)C)S(=O)(=O)C)F